BrC1=CC=C(C=C1)C1=CC2=C(N1C1=CC=C(C=C1)CCCCCCCCCC)C=C(N2C2=CC=C(C=C2)CCCCCCCCCC)C2=CC=C(C=C2)Br 2,5-bis(4-bromophenyl)-1,4-bis(4-n-decylphenyl)-1,4-dihydropyrrolo[3,2-b]pyrrole